N-butylaminomethyl-trimethoxysilane C(CCC)NC[Si](OC)(OC)OC